C(C(=C)C)(=O)OCCN1C(CCC1=O)=O N-(methacryloyloxyethyl)succinimide